CC(CC(=O)O)C(C=CCC)C 3,4-dimethyl-5-octenoic acid